FC=1C=C2C(=NC1)NC=C2C2=NN1C(C(=N2)N[C@@H]2[C@H](C3CCC2CC3)C(=O)O)=CC=C1COC (1R,2S,3S,4R)-3-((2-(5-fluoro-1H-pyrrolo[2,3-b]pyridin-3-yl)-7-(methoxymethyl)pyrrolo[2,1-f][1,2,4]triazin-4-yl)amino)bicyclo[2.2.2]octane-2-carboxylic acid